ethyl (3-fluorocyclohexyl) sulfide FC1CC(CCC1)SCC